1-(1-(2-chlorobenzyl)piperidin-4-yl)-2-methylpropan-1-one ClC1=C(CN2CCC(CC2)C(C(C)C)=O)C=CC=C1